1'-(3,4-Dimethylphenyl)-3,3,3'-trimethylspiro[indoline-2,4'-pyrazol]-5'(1'H)-one CC=1C=C(C=CC1C)N1N=C(C2(C1=O)NC1=CC=CC=C1C2(C)C)C